O[C@@H](CON=C(C=1C=[N+](C=CC1)[O-])Cl)CN1CCCCC1 N-[(2R)-2-hydroxy-3-piperidin-1-ylpropoxy]-1-oxidopyridin-1-ium-3-carboximidoyl chloride